5-(bromomethyl)-2-chlorothiazole BrCC1=CN=C(S1)Cl